COC1=C(N)C=C(C(=C1)C(F)(F)F)C 2-METHOXY-5-METHYL-4-(TRIFLUOROMETHYL)ANILINE